(Z)-7-butyl-4-(2-cyano-2-(1-methylpyridin-1-ium-4-yl)vinyl)-7-methyl-1,2,3,7-tetrahydrochromeno[2,3-b]phenothiazin-7-ium C(CCC)[N+]1(C=2C=CC=CC2SC=2C=C3C(=CC12)OC1=C(CCCC1=C3)\C=C(\C3=CC=[N+](C=C3)C)/C#N)C